3-(6-methoxy-1-oxo-4-(trifluoromethoxy)isoindolin-2-yl)piperidine-2,6-dione COC1=CC(=C2CN(C(C2=C1)=O)C1C(NC(CC1)=O)=O)OC(F)(F)F